2-(4-(tert-butoxycarbonyl)piperazin-1-yl)-4-methylbenzo[d]thiazole-6-carboxylic acid C(C)(C)(C)OC(=O)N1CCN(CC1)C=1SC2=C(N1)C(=CC(=C2)C(=O)O)C